N-(imidazo[1,2-a]pyridin-2-ylmethyl)-3-(8-methyl-4-oxo-4,5-dihydro-3H-pyrimido[5,4-b]indol-3-yl)propionamide N=1C(=CN2C1C=CC=C2)CNC(CCN2C=NC1=C(NC=3C=CC(=CC13)C)C2=O)=O